(Z)-N-(2-(cycloheptylamino)-1-(1-ethylpiperidin-4-yl)-2-oxoethyl)-N-(heptadecan-9-yl)hexadec-9-enamide C1(CCCCCC1)NC(C(C1CCN(CC1)CC)N(C(CCCCCCC\C=C/CCCCCC)=O)C(CCCCCCCC)CCCCCCCC)=O